[Se]1C=NCC1 selenazoline